CC1=CC=C(C=C1)\C=C/C=C/C1=CC=CC=C1 1-methyl-4-((1Z,3E)-4-phenylbuta-1,3-dien-1-yl)benzene